BrC=1C=C2C(CCNC2=CC1)CC#N 2-(6-bromo-1,2,3,4-tetrahydroquinolin-4-yl)acetonitrile